BrC(F)(F)Br Dibromodifluoromethan